octahydrocyclopenta[c]pyrrole-5-carboxylate C1NCC2C1CC(C2)C(=O)[O-]